di-tert-butyl-(S)-4-oxopyrrolidine-1,2-dicarboxylic acid C(C)(C)(C)C1[C@@](N(CC1=O)C(=O)O)(C(=O)O)C(C)(C)C